1-(1,3-benzodioxolan-5-yl)-N-methylbutan-2-amine O1COC2=C1C=CC(=C2)CC(CC)NC